(3R)-2-[(4-chloro-2-methanesulfinyl-phenyl)methyl]-3-(4-chlorophenyl)-4-fluoro-3-{[1-(hydroxymethyl)cyclopropyl]methoxy}-6-(2-hydroxypropan-2-yl)-2,3-dihydro-1H-isoindol-1-one ClC1=CC(=C(C=C1)CN1C(C2=CC(=CC(=C2[C@]1(OCC1(CC1)CO)C1=CC=C(C=C1)Cl)F)C(C)(C)O)=O)S(=O)C